butyric acid (butynate) C(C#CC)(=O)O.C(CCC)(=O)O